(2R,3R,4S,5S)-2-(4-Amino-7H-pyrrolo[2,3-d]pyrimidin-7-yl)-5-((((5-methyl-3-phenylisoxazol-4-yl)methyl)thio)methyl)tetrahydrofuran-3,4-diol NC=1C2=C(N=CN1)N(C=C2)[C@@H]2O[C@@H]([C@H]([C@H]2O)O)CSCC=2C(=NOC2C)C2=CC=CC=C2